BrC1=CC(=NC=C1)C(CC[C@H]1CC(N(C1)C(=O)OC(C)(C)C)(C)C)NC1=NC(=CC=C1)S(N)(=O)=O tert-butyl (4S)-4-[3-(4-bromo-2-pyridyl)-3-[(6-sulfamoyl-2-pyridyl)amino]propyl]-2,2-dimethyl-pyrrolidine-1-carboxylate